ClC(=C1[C@H]2CC[C@@H]1C1=C(C=CC=C21)NC(=O)C=2C(=NN(C2)C)C(F)F)Cl N-[(1S,4R)-9-(Dichloromethylen)-1,2,3,4-tetrahydro-1,4-methanonaphthalin-5-yl]-3-(difluoromethyl)-1-methyl-1H-pyrazol-4-carboxamid